6'-(benzyloxy)-4-(3-chloroanilino)-2'-[(2R)-3-hydroxy-2-methylpropyl]-2',3'-dihydrospiro[cyclohexane-1,1'-indene]-4-carboxylic acid methyl ester COC(=O)C1(CCC2(C(CC3=CC=C(C=C23)OCC2=CC=CC=C2)C[C@H](CO)C)CC1)NC1=CC(=CC=C1)Cl